5-(4-methyl-1H-imidazol-1-yl)pyridin-2-amine CC=1N=CN(C1)C=1C=CC(=NC1)N